[O-]S(=O)(=O)C(F)(F)F.C[NH+]1C=C(C=C1)CCCC 1-methyl-3-butylpyrrolium triflat